FC(CCCC(=O)OC)C methyl 5-fluorohexanoate